1-ethyl-2,3-dimethylimidazolium bicarbonate C([O-])(O)=O.C(C)N1C(=[N+](C=C1)C)C